tert-Butyl (S)-(5-(((1-(2-(2-((5-(1-methyl-1H-pyrazol-4-yl)-1H-[1,2,3]triaZolo[4,5-b]pyrazin-1-yl)methyl)morpholino)pyrimidin-5-yl)azetidin-3-yl)methoxy)methyl)pyridin-2-yl)carbamate CN1N=CC(=C1)C=1N=C2C(=NC1)N(N=N2)C[C@H]2OCCN(C2)C2=NC=C(C=N2)N2CC(C2)COCC=2C=CC(=NC2)NC(OC(C)(C)C)=O